N,N-diethyl-2-(5-methoxy-1H-indol-3-yl)acetamide C(C)N(C(CC1=CNC2=CC=C(C=C12)OC)=O)CC